CC(C)(OC(=O)N[C@@H]1C[C@@H]([C@@H]2[C@H]1C(=NO2)C(CC)CC)C(=O)OC)C methyl (3aR,4R,6S,6As)-4-[[(1,1-dimethylethoxy) carbonyl] amino]-3-(1'-ethylpropyl)-3a,5,6,6a-tetrahydro-4H-cyclopenta[d]isoxazole-6-carboxylate